propyl N,N-diethylaminoacrylate C(C)N(CC)C(C(=O)OCCC)=C